phenoxy-1H-1,2,3-triazole-4-carboxylic acid O(C1=CC=CC=C1)N1N=NC(=C1)C(=O)O